(3-chlorophenyl)(2-cyano-2-((6-cyanoisoquinolin-4-yl)amino)ethyl)carbamic acid tert-butyl ester C(C)(C)(C)OC(N(CC(NC1=CN=CC2=CC=C(C=C12)C#N)C#N)C1=CC(=CC=C1)Cl)=O